2-(2-(2-((tert-butyldimethylsilyl)oxy)ethoxy)-4-chlorophenyl)-2-((3-methoxy-5-(methylsulfonyl)phenyl)amino)acetic acid [Si](C)(C)(C(C)(C)C)OCCOC1=C(C=CC(=C1)Cl)C(C(=O)O)NC1=CC(=CC(=C1)S(=O)(=O)C)OC